2,5-dichloro-4-aminoPyridine ClC1=NC=C(C(=C1)N)Cl